OCCC1CCN(CC1)CC1=CC=C(C(=O)NC2=CC3=C(N(C4=CC=CC=C34)C)C(=N2)C2=CC=C(C=C2)OC)C=C1 4-((4-(2-hydroxyethyl)piperidin-1-yl)methyl)-N-(1-(4-methoxyphenyl)-9-methyl-9H-pyrido[3,4-b]indol-3-yl)benzamide